(1S,3S)-3-((6-(5-(((butoxycarbonyl)amino)methyl)-1-methyl-1H-pyrazol-4-yl)-2-methylpyridin-3-yl)oxy)cyclohexanecarboxylic acid C(CCC)OC(=O)NCC1=C(C=NN1C)C1=CC=C(C(=N1)C)O[C@@H]1C[C@H](CCC1)C(=O)O